2-methylhexanolat CC(C[O-])CCCC